1-(2-(tert-butoxy)-2-oxoethyl) 4-(4,6-dichloro-2,3-dihydro-1H-inden-1-yl) 2-methylenesuccinate C=C(C(=O)OCC(=O)OC(C)(C)C)CC(=O)OC1CCC2=C(C=C(C=C12)Cl)Cl